C1(=CC=CC2=CC=C(C=C12)CC(C(=O)[O-])=C)CC(C(=O)[O-])=C 7-naphthalene-di-methacrylate